N-hydroxyOxazoline ON1COC=C1